C12CCCC(CC1)N2C2=C(C=C(C=C2F)NC(=O)C=2N=C(SC2CC(F)(F)F)N2CC(C2)(CO)CC)F N-(4-(8-azabicyclo[3.2.1]octan-8-yl)-3,5-difluorophenyl)-2-(3-ethyl-3-(hydroxymethyl)azetidin-1-yl)-5-(2,2,2-trifluoroethyl)thiazole-4-carboxamide